BrC1=CC(N(C=C1[N+](=O)[O-])CC(=O)OCC)=O ethyl 2-(4-bromo-5-nitro-2-oxo-1-pyridyl)acetate